(dimethylisopropylsilyl)(trimethylsilyl)phosphine lead-silicon [Si].[Pb].C[Si](C(C)C)(C)P[Si](C)(C)C